(E)-N-(4-(1-(6-(4-(5-(2-(2,6-dioxopiperidin-3-yl)-1-oxoisoindoline-4-yl)pentyl)piperazin-1-yl)nicotinoyl)piperidin-4-yl)butyl)-3-(pyridin-3-yl)acrylamide O=C1NC(CCC1N1C(C2=CC=CC(=C2C1)CCCCCN1CCN(CC1)C1=NC=C(C(=O)N2CCC(CC2)CCCCNC(\C=C\C=2C=NC=CC2)=O)C=C1)=O)=O